BrC1=CC=2C3=C(NC2C=C1)CCC3 7-bromo-1,2,3,4-tetrahydrocyclopenta[b]indole